butyl ((6-chloropyridin-3-yl)sulfinyl)carbamate ClC1=CC=C(C=N1)S(=O)NC(OCCCC)=O